NC(CCNNC([C@H](CC1CCCCC1)NC(OC(C)(C)C)=O)=O)=O tert-Butyl N-[(1S)-2-[2-(3-amino-3-oxo-propyl)hydrazino]-1-(cyclohexylmethyl)-2-oxo-ethyl]carbamate